OC[C@@H]1N(CC2=CC=CC(=C2C1)N1[C@H](COCC1)C)C(=O)OC(C)(C)C tert-butyl (R)-3-(hydroxymethyl)-5-((S)-3-methylmorpholino)-3,4-dihydroisoquinoline-2(1H)-carboxylate